O[C@@]1(COCC1)CNC(OCC1=CC=CC=C1)=O Benzyl (R)-((3-hydroxytetrahydrofuran-3-yl)methyl)carbamate